5-tert-butyl-3-(2,4-dichloro-5-(prop-2-ynyloxy)phenyl)-1,3,4-oxadiazol-2(3H)-one C(C)(C)(C)C1=NN(C(O1)=O)C1=C(C=C(C(=C1)OCC#C)Cl)Cl